methyl-bis[(dimethylsiloxy)dimethylsiloxy]silane C[SiH](O[Si](O[SiH](C)C)(C)C)O[Si](C)(C)O[SiH](C)C